NC1=C(C=C(C=N1)OC=1C=CC=2N(C(C(=CN2)C)=O)C1)OCC 7-((6-amino-5-ethoxypyridin-3-yl)oxy)-3-methyl-4H-pyrido[1,2-a]pyrimidin-4-one